di(propylphenoxymethyl)phenol C(CC)C(OC1=CC=CC=C1)C=1C(=C(C=CC1)O)C(CCC)OC1=CC=CC=C1